C(#N)C1=CC(=C(C=C1)COC1=CC=CC(=N1)N1CCN(CC1)CC=1N(C2=C(N1)C(=CC(=C2)C(=O)OC)C2=NN(C=C2)C)C[C@H]2OCC2)F Methyl 2-[[4-[6-[(4-cyano-2-fluoro-phenyl)methoxy]-2-pyridyl]piperazin-1-yl]methyl]-7-(1-methylpyrazol-3-yl)-3-[[(2S)-oxetan-2-yl]methyl]benzimidazole-5-carboxylate